1-((1R,3S,5R,7R,8S)-8-(benzyloxy)-5-((benzyloxy)methyl)-3-ethyl-2,6-dioxabicyclo[3.2.1]octan-7-yl)-5-methylpyrimidine-2,4(1H,3H)-dione C(C1=CC=CC=C1)O[C@H]1[C@H]2O[C@H](C[C@@]1(O[C@H]2N2C(NC(C(=C2)C)=O)=O)COCC2=CC=CC=C2)CC